N(CC=1C=CC2=C(N(C(=N2)CC(C(=O)O)C2CNCC2)C)C1)(CC=1C=CC2=C(N(C(=N2)CC(C(=O)O)C2CNCC2)C)C1)CC=1C=CC2=C(N(C(=N2)CC(C(=O)O)C2CNCC2)C)C1 3,3',3''-((nitrilotris(methylene))tris(1-methyl-1H-benzo[d]imidazole-6,2-diyl))tris(2-(pyrrolidin-3-yl)propanoic acid)